(R)-5-(2-((4,4-difluoro-1-methylpyrrolidin-3-yl)amino)-6-fluoro-4-methoxypyrrolo[2,1-f][1,2,4]triazin-5-yl)-N-isopropylpyrazolo[1,5-a]pyridine-3-carboxamide FC1([C@@H](CN(C1)C)NC1=NN2C(C(=N1)OC)=C(C(=C2)F)C2=CC=1N(C=C2)N=CC1C(=O)NC(C)C)F